F[C@@H]1[C@@H](C1)C(=O)Cl |r| (±)-cis-2-fluorocyclopropaneformyl chloride